2-isopropyl-N-(1-(3,4,5-trimethoxyphenyl)-1H-imidazol-4-yl)-5,6,7,8-tetrahydropyrido[3,4-d]pyrimidin-4-amine C(C)(C)C=1N=C(C2=C(N1)CNCC2)NC=2N=CN(C2)C2=CC(=C(C(=C2)OC)OC)OC